C1(=CC=CC2=CC=CC=C12)CC(=O)O.C(C)(=O)OC1=CC=CC2=CC=CC=C12 1-naphthyl acetate (naphthalene-1-yl acetate)